CC1(C(CC1=O)=O)C1=CC=CC=C1 2-methyl-2-phenylcyclobutane-1,3-dione